ClC=1N=C2C(=NC1)C(N(C2)C(C)C)=O 3-chloro-6-isopropyl-5H-pyrrolo[3,4-b]pyrazin-7-one